(3S)-N-((S)-4-(benzyloxy)-3-oxo-1-((S)-2-oxopyrrolidin-3-yl)butan-2-yl)-2-(2-(4-chlorophenyl)-2-cyclopentyl-2-hydroxyacetyl)-2-azabicyclo[2.2.2]octane-3-carboxamide C(C1=CC=CC=C1)OCC([C@H](C[C@H]1C(NCC1)=O)NC(=O)[C@H]1N(C2CCC1CC2)C(C(O)(C2CCCC2)C2=CC=C(C=C2)Cl)=O)=O